6-(benzylthio)-1-(2-cyclopropoxy-5-fluoro-4-((1R,2R)-2-(trifluoromethyl)cyclopropyl)phenyl)quinolin-2(1H)-one C(C1=CC=CC=C1)SC=1C=C2C=CC(N(C2=CC1)C1=C(C=C(C(=C1)F)[C@H]1[C@@H](C1)C(F)(F)F)OC1CC1)=O